6-((dimethylamino)methyl)-N'-((1,2,3,5,6,7-hexahydro-s-indacen-4-yl)carbamoyl)-6,7-dihydro-5H-pyrazolo[5,1-b][1,3]oxazine-3-sulfonimidamide CN(C)CC1CN2C(OC1)=C(C=N2)S(=O)(N)=NC(NC2=C1CCCC1=CC=1CCCC21)=O